N-(1-(5-chloropyrazolo[1,5-a]pyrimidin-7-yl)pyrrolidin-3-yl)acetamide ClC1=NC=2N(C(=C1)N1CC(CC1)NC(C)=O)N=CC2